[As]([O-])([O-])([O-])=O.[Cu+2].C(C)(=O)O[As]([O-])O.[Cu+2] copper acetylarsenite copper arsenate